C=12C3=CSC(COC(NCCCOC=4C=CC(NN1)=C2C4)=O)=N3 7,13-dioxa-4-thia-9,18,19,22-tetraazatetracyclo[12.5.2.12,5.017,20]docosa-1(19),2,5(22),14(21),15,17(20)-hexaen-8-one